N-(2-methoxyethyl)-2-(4-phenethylmorpholin-2-yl)quinoline-4-carboxamide COCCNC(=O)C1=CC(=NC2=CC=CC=C12)C1CN(CCO1)CCC1=CC=CC=C1